[4-[[(2S)-2-methylpiperazin-1-yl]methyl]-1-piperidinyl]isoindoline-1,3-dione C[C@@H]1N(CCNC1)CC1CCN(CC1)N1C(C2=CC=CC=C2C1=O)=O